(1R,4s)-4-(7-(((S)-3-hydroxypyrrolidin-1-yl)methyl)-5-methyl-2-oxo-1,2-dihydroquinazolin-3(4H)-yl)-N-(3-methoxy-4-methylphenyl)cyclohexanecarboxamide O[C@@H]1CN(CC1)CC1=CC(=C2CN(C(NC2=C1)=O)C1CCC(CC1)C(=O)NC1=CC(=C(C=C1)C)OC)C